ClC1=NC(=NC(=N1)C1=CC=CC=C1)C1=CC=C(C=C1)C1=CC2=C(C3=C(O2)C=C(C=C3)C3=CC=C(C#N)C=C3)C=C1 4-(7-(4-(4-chloro-6-phenyl-1,3,5-triazin-2-yl)phenyl)dibenzo[b,d]furan-3-yl)benzonitrile